2'-chloro-5'-methoxy-N-{5-[(2-methoxyethyl)amino]-[1,3]thiazolo[5,4-d]pyrimidin-2-yl}-6-methyl-[4,4'-bipyridine]-3-carboxamide ClC1=NC=C(C(=C1)C1=C(C=NC(=C1)C)C(=O)NC=1SC=2N=C(N=CC2N1)NCCOC)OC